C(C1=CC=CC=C1)C=1N(OC(N1)(C(=O)OC)CC(=O)OC)C methyl 3-benzyl-5-(2-methoxy-2-oxoethyl)-2-methyl-2,5-dihydro-1,2,4-oxadiazole-5-carboxylate